(1R-trans)-1-[(3,4-dimethoxyphenyl)-methyl]-1,2,3,4-tetrahydro-6,7-dimethoxy-2-methyl-2-carboxymethylethyl-isoquinoline benzenesulfonate C1(=CC=CC=C1)S(=O)(=O)O.COC=1C=C(C=CC1OC)CC(C(CC(=O)O)C)[C@H]1NCCC2=CC(=C(C=C12)OC)OC